C(C)(C)(C)OC(=O)NCCCCN1C(=NC=2C1=C1C(=[N+](C2)[O-])C=C(S1)C)CCCC 1-(4-((tert-Butyloxycarbonyl)amino)butyl)-2-butyl-7-methyl-1H-imidazo[4,5-d]thieno[3,2-b]pyridine-5-oxide